[2-[(1,3-benzothiazol-2-ylhydrazono)methyl]-4-(4-methylcyclohexanecarbonyl) oxy-phenyl]4-(6-prop-2-enoyloxyhexoxy)benzoate S1C(=NC2=C1C=CC=C2)NN=CC2=C(C=CC(=C2)OC(=O)C2CCC(CC2)C)OC(C2=CC=C(C=C2)OCCCCCCOC(C=C)=O)=O